BrC1=CC=C2C=C(C(=CC2=C1)C(=O)OC)NC(=O)OCC[Si](C)(C)C methyl 7-bromo-3-(((2-(trimethylsilyl) ethoxy) carbonyl)-amino)-2-naphthoate